N(=[N+]=[N-])CCCCC(=O)OC1=CC=NC2=CC=CC=C12 Quinolin-4-yl 5-azidopentanate